1,1,1,3,3,3-Hexafluoropropan-2-yl (S)-1-(morpholin-4-carbonyl)-6-azaspiro[2.5]octan-6-carboxylat N1(CCOCC1)C(=O)[C@H]1CC12CCN(CC2)C(=O)OC(C(F)(F)F)C(F)(F)F